COC=1C=C(CN(C2=NC=C(C=C2)COCCOCCOC2=CC(=CC=C2)OC)CC2=CC(=CC=C2)OC)C=CC1 N,N-bis(3-methoxybenzyl)-5-((2-(2-(3-methoxyphenoxy)ethoxy)ethoxy)methyl)pyridin-2-amine